Br\C(=C/[B-](F)(F)F)\CCCCl.[K+] potassium (Z)-(2-bromo-5-chloropent-1-en-1-yl)trifluoroborate